FC(C(=O)O)(F)F.C=C(C(=O)OC1=CC=C(C=C1)C[C@@H](C(=O)OC(C)C)NC([C@H](C(C)C)N)=O)CC(=O)OC 1-(4-((S)-2-((S)-2-amino-3-methylbutanamido)-3-isopropoxy-3-oxopropyl)phenyl) 4-methyl 2-methylenesuccinate, trifluoroacetate salt